tert-Butyl (6aR)-1,4-dichloro-3-(2-fluoro-6-methoxyphenyl)-12-oxo-6a,7,9,10-tetrahydro-12H-pyrazino[2,1-c]-pyrido[3,4-f][1,4]oxazepine-8(6H)-carboxylate ClC1=NC(=C(C2=C1C(N1[C@@H](CO2)CN(CC1)C(=O)OC(C)(C)C)=O)Cl)C1=C(C=CC=C1OC)F